N-cyano-N'-((3,3-dimethyl-1,2,3,5,6,7-hexahydrodicyclopenta[b,e]pyridin-8-yl)carbamoyl)-4-(hydroxy-methyl)-2-(2-hydroxypropan-2-yl)thiazole-5-sulfonimidamide C(#N)NS(=O)(=NC(NC1=C2C(=NC3=C1CCC3)C(CC2)(C)C)=O)C2=C(N=C(S2)C(C)(C)O)CO